Tributylstannyl 2-acetoxy-2-phenyl-acetate C(C)(=O)OC(C(=O)O[Sn](CCCC)(CCCC)CCCC)C1=CC=CC=C1